pyrido[2,3-b]pyrazine-2-amine N1=C2C(=NC=C1N)N=CC=C2